C(C)(C)(C)NC1=C(N=C2N1N=C(C(=N2)\C=C\C2=CC=C(C=C2)[N+](=O)[O-])C)C2=CC=C(C=C2)[N+](=O)[O-] (E)-N-(tert-butyl)-2-methyl-6-(4-nitrophenyl)-3-(4-nitrostyryl)imidazo[1,2-b][1,2,4]triazin-7-amine